1,2,3,4,5,6-hexamethylcyclotetrasilazane CN1[SiH](N([SiH](N([SiH](N[SiH2]1)C)C)C)C)C